S(C)(=O)(=O)O.OCCN1CCC(CC1)C1=CC=C(C=C1)C(=O)NC1=NC=CC(=C1)OC=1C=C2C=CN(C2=CC1OCCOC)C(=O)NC 5-({2-[({4-[1-(2-hydroxyethyl)piperidin-4-yl]phenyl}carbonyl)amino]pyridin-4-yl}oxy)-6-(2-methoxyethoxy)-N-methyl-1H-indole-1-carboxamide mesylate salt